N-(7-cyclopropyl-1-(2-hydroxyethyl)-1H-indazol-3-yl)-4-fluorobenzamide C1(CC1)C=1C=CC=C2C(=NN(C12)CCO)NC(C1=CC=C(C=C1)F)=O